TETRAHYDROTHIOPHENE-2-CARBOXYLIC ACID S1C(CCC1)C(=O)O